ClC1=C2C=C(N(C2=CC=C1Cl)C)C(=O)Cl 4,5-dichloro-1-methyl-indole-2-carbonyl chloride